ClC1=C(C=C(OCC(=O)N[C@H]2CC[C@@H](N(C2)C(=O)OC(C)(C)C)C(NC2=C(C=C(C=C2)C(F)(F)F)O)=O)C=C1)F tert-butyl (2R,5S)-5-[2-(4-chloro-3-fluorophenoxy)acetamido]-2-{[2-hydroxy-4-(trifluoromethyl)phenyl]carbamoyl}piperidine-1-carboxylate